[Li].[Cr] Chromium lithium